CC(C(=O)C=1SC=CC1C(=O)O)C 2-(2-methylpropionyl)thiophene-3-carboxylic acid